[C].FC1=C2C=NN(C2=CC=C1)CC12CC(C1)(C2)C(=O)N2N=CCC2C=2C=NC=C(C2)F (3-((4-fluoro-1H-indazol-1-yl)methyl)bicyclo[1.1.1]pent-1-yl)(5-(5-fluoropyridin-3-yl)-4,5-dihydro-1H-pyrazol-1-yl)methanone carbon